[Cl-].CC=CC(C1=CC=CC=C1)[N+](C)(C)C (2-methylvinylbenzyl)trimethylammonium chloride